ON1[C@@H](CCC1)C(=O)O Hydroxy-Prolin